C(C)OC=1N=NC=CC1C1=CC(=C2C(=N1)C(=NN2C(C)C)C)NCC2=NC=CC=C2 5-(3-ethoxypyridazin-4-yl)-1-isopropyl-3-methyl-N-(2-pyridylmethyl)pyrazolo[4,3-b]pyridin-7-amine